3-(methoxymethyl)-3-ethylazetidine COCC1(CNC1)CC